2-(4-ethylsulfonylphenyl)acetamide C(C)S(=O)(=O)C1=CC=C(C=C1)CC(=O)N